1-(2-naphthyl)ethanone C1=C(C=CC2=CC=CC=C12)C(C)=O